ClC1=C(OCCCC(=O)NC=2C=C3C(N(C(C3=CC2)=O)C2C(NC(CC2)=O)=O)=O)C(=CC(=C1)C(C)(C)C1=CC=C(C=C1)OCC1=NC(=NC=C1)S(=O)(=O)C)C#N 4-(2-chloro-6-cyano-4-(2-(4-((2-(methylsulfonyl)pyrimidin-4-yl)methoxy)phenyl)propan-2-yl)phenoxy)-N-(2-(2,6-dioxopiperidin-3-yl)-1,3-dioxoisoindolin-5-yl)butanamide